(3R)-N-{5-[2-chloro-5-(prop-2-yl)phenyl]-1H-indazol-3-yl}piperidine-3-carboxamide hydrochloride Cl.ClC1=C(C=C(C=C1)C(C)C)C=1C=C2C(=NNC2=CC1)NC(=O)[C@H]1CNCCC1